O1CC(CC1)OC1=C2CN(CC2=CC=C1)C=O (4-((tetrahydrofuran-3-yl)oxy)isoindolin-2-yl)methanone